C(C)(C)(C)OC(=O)N1CCC(=CC1)C1=CC(=CC=C1)[N+](=O)[O-] 4-(3-Nitro-phenyl)-3,6-dihydro-2H-pyridine-1-carboxylic acid tert-butyl ester